(1S,4S)-2-(bis(4H-benzo[d][1,3]dioxin-6-yl)methyl)-2,5-diazabicyclo[2.2.1]heptane O1COCC2=C1C=CC(=C2)C(N2[C@@H]1CN[C@H](C2)C1)C1=CC2=C(OCOC2)C=C1